4-[[(2R,3r,4r,5r)-3-(3,4-difluoro-2-hydroxy-phenyl)-4,5-dimethyl-5-(trifluoromethyl)tetrahydrofuran-2-carbonyl]amino]-1-oxo-pyridin-1-ium-2-carboxamide FC=1C(=C(C=CC1F)[C@@H]1[C@@H](O[C@]([C@@H]1C)(C(F)(F)F)C)C(=O)NC1=CC([N+](C=C1)=O)C(=O)N)O